6-((2-(4-aminophenyl)-1-methyl-1H-benzo[d]imidazol-6-yl)sulfonyl)-4-((3-methoxyphenyl)amino)-8-methylquinoline-3-carboxamide NC1=CC=C(C=C1)C1=NC2=C(N1C)C=C(C=C2)S(=O)(=O)C=2C=C1C(=C(C=NC1=C(C2)C)C(=O)N)NC2=CC(=CC=C2)OC